(E)-3-Cyclohexyl-1-[4-(5-hydroxy-2-pyridyl)piperazin-1-yl]prop-2-en-1-one C1(CCCCC1)/C=C/C(=O)N1CCN(CC1)C1=NC=C(C=C1)O